C(C)(C)N1C(=NC2=C1C=CC=C2)CNC(C)(C)C N-[(1-isopropyl-1H-benzimidazol-2-yl)-methyl]tert-butylamine